p-decyl-benzenesulfonic acid C(CCCCCCCCC)C1=CC=C(C=C1)S(=O)(=O)O